(2-chloro-5-fluoropyrimidin-4-yl)-6-(4-methoxybenzyl)-7,7-dimethyl-6,7-dihydro-5H-pyrrolo[3,4-b]Pyridin-5-one ClC1=NC=C(C(=N1)C1=CC=C2C(=N1)C(N(C2=O)CC2=CC=C(C=C2)OC)(C)C)F